4-(benzylamino)-3-[(5R)-3-bromo-4,5-dihydroisoxazol-5-yl]-N-methyl-benzenesulfonamide C(C1=CC=CC=C1)NC1=C(C=C(C=C1)S(=O)(=O)NC)[C@H]1CC(=NO1)Br